(R)-(4-((1-(naphthalen-1-yl)ethyl)carbamoyl)phenyl)boronic acid C1(=CC=CC2=CC=CC=C12)[C@@H](C)NC(=O)C1=CC=C(C=C1)B(O)O